bis(2,6-dimethoxybenzoyl)(2,4,4-trimethyl-pentyl)phosphine COC1=C(C(=O)P(CC(CC(C)(C)C)C)C(C2=C(C=CC=C2OC)OC)=O)C(=CC=C1)OC